(1-methyl-5-((trityloxy)methyl)-1H-1,2,4-triazol-3-yl)methanol CN1N=C(N=C1COC(C1=CC=CC=C1)(C1=CC=CC=C1)C1=CC=CC=C1)CO